FC(C(C(C(=O)OCC)=COC)=O)F ethyl 4,4-difluoro-2-(methoxymethylene)-3-oxo-butyrate